ClC1=C(C=C2CCN(CC2=C1)C)NC=1N=NC(=C(N1)NC1=C(C=CC=C1)S(=O)(=O)C)C(=O)N ((7-chloro-2-methyl-1,2,3,4-tetrahydroisoquinolin-6-yl)amino)-5-((2-(methylsulfonyl)phenyl)amino)-1,2,4-triazine-6-carboxamide